2-(4-{[(3R)-1-(propan-2-yl)piperidin-3-yl]amino}-5,6,7,8-tetrahydrophthalazin-1-yl)-5-(trifluoromethyl)phenol CC(C)N1C[C@@H](CCC1)NC1=NN=C(C=2CCCCC12)C1=C(C=C(C=C1)C(F)(F)F)O